4,4'-butylidenebis-(6-tert-butyl-3-methylphenol) C(CCC)(C1=C(C=C(C(=C1)C(C)(C)C)O)C)C1=C(C=C(C(=C1)C(C)(C)C)O)C